2-(4-(2-(2,6-dimethylpyridin-4-yl)-3-isopropyl-1H-indol-5-yl)piperidin-1-yl)acetic acid tert-butyl ester C(C)(C)(C)OC(CN1CCC(CC1)C=1C=C2C(=C(NC2=CC1)C1=CC(=NC(=C1)C)C)C(C)C)=O